N1N=C(C=C1)C=1C=C(C=O)C=CC1 3-(1H-PYRAZOL-3-YL)BENZALDEHYDE